4-(aminomethyl)-N-methylpiperidine-1-sulfonamide hydrochloride Cl.NCC1CCN(CC1)S(=O)(=O)NC